N-(2-cyclopropyl-4-fluorophenyl)-3-fluoro-N-(7-nitrobenzo[c][1,2,5]oxadiazol-4-yl)benzamide tert-butyl-(3R)-3-[(3-bromo-2-methyl-phenoxy)methyl]-8-azaspiro[4.5]decane-8-carboxylate C(C)(C)(C)OC(=O)N1CCC2(C[C@@H](CC2)COC2=C(C(=CC=C2)Br)C)CC1.C1(CC1)C1=C(C=CC(=C1)F)N(C(C1=CC(=CC=C1)F)=O)C1=CC=C(C2=NON=C21)[N+](=O)[O-]